1-Hexyl-3-butylpyrrolidinium methanesulfonate CS(=O)(=O)[O-].C(CCCCC)[NH+]1CC(CC1)CCCC